O.O.O1C(=C(O)C(=O)C=2C(O)=CC(O)=CC12)C1=CC(O)=C(O)C=C1 quercetin Dihydrate